decylthiuram monosulfide C(CCCCCCCCC)NC(=S)SC(=S)N